FC(C=1N=C(OC1C(=O)N1[C@H](C2=C(CC1)NC=N2)C2=NN1C(C(=CC=C1)F)=C2)C(C)(C)F)F (R)-(4-(difluoromethyl)-2-(2-fluoropropan-2-yl)oxazol-5-yl)(4-(4-fluoropyrazolo[1,5-a]pyridin-2-yl)-6,7-dihydro-1H-imidazo[4,5-c]pyridin-5(4H)-yl)methanone